CN1CC(CCCC1)NC(=O)C1=NC(=CC=C1)C=1C=C2C(=CC=NC2=CC1)NC(C=C)=O N-(1-methylazepan-3-yl)-6-[4-(prop-2-enamido)quinolin-6-yl]pyridine-2-carboxamide